6-(3-fluoro-2-methylphenyl)imidazo[1,2-a]pyridin-2-amine FC=1C(=C(C=CC1)C=1C=CC=2N(C1)C=C(N2)N)C